FC=1C=C(C=C(C1)[N+](=O)[O-])C(F)(F)F 3-fluoro-5-nitro-1-trifluoromethylbenzene